COC1=C(C=CC(=C1)OC)/C=C/C(=O)C=1C=CC2=C(C=CC(O2)(C)C)C1O (E)-3-(2,4-dimethoxyphenyl)-1-(5-hydroxy-2,2-dimethyl-2H-benzopyran-6-yl)prop-2-en-1-one